tert-butyl 4-(2-bromo-5-chloro-phenyl)-4-hydroxy-piperidine-1-carboxylate BrC1=C(C=C(C=C1)Cl)C1(CCN(CC1)C(=O)OC(C)(C)C)O